C(C)(=O)N1CC2=C(CC1)N(N=C2N2CCCC1=CC(=C(C=C21)C(F)F)C=2C=NN(C2)C)C2CCN(CC2)CC2CCN(CC2)C2=CC=C(C(=O)O)C=C2 4-[4-[[4-[5-acetyl-3-[7-(difluoromethyl)-6-(1-methylpyrazol-4-yl)-3,4-dihydro-2H-quinolin-1-yl]-6,7-dihydro-4H-pyrazolo[4,3-c]pyridin-1-yl]-1-piperidyl]methyl]-1-piperidyl]benzoic acid